O=C1NC(CCC1N1C(C2=CC=C(C=C2C1=O)NCCOCCCC(=O)O)=O)=O 4-(2-((2-(2,6-dioxopiperidin-3-yl)-1,3-dioxoisoindolin-5-yl)amino)ethoxy)butanoic acid